ClCC(=O)N1C2C(N(CC1CC2)C)=O 8-(2-chloroacetyl)-3-methyl-3,8-diazabicyclo[3.2.1]octan-2-one